2,2-bis(4-methacryloyloxyisopropoxyphenyl)propane C(C(=C)C)(=O)OC1=CC(=C(C=C1)C(C)(C)C1=C(C=C(C=C1)OC(C(=C)C)=O)OC(C)C)OC(C)C